C1(=CC=CC=C1)S(=O)(=O)OC=1C=C(C=CC1)NC(=O)NC1=CC=C(C=C1)OS(=O)(=O)CC N-[3-(phenylsulfonyloxy)phenyl]-N'-[4-(ethanesulfonyloxy)phenyl]urea